(S)-3-amino-3-(2',5'-dimethoxybiphenyl-3-yl)propionic acid ethyl ester C(C)OC(C[C@@H](C=1C=C(C=CC1)C1=C(C=CC(=C1)OC)OC)N)=O